((1S,4S,6R)-6-((5-(difluoromethyl)pyridin-2-yl)amino)-2-azabicyclo[2.2.1]heptan-2-yl)(3-fluoro-2-(pyrimidin-2-yl)phenyl)methanone FC(C=1C=CC(=NC1)N[C@@H]1C[C@@H]2CN([C@H]1C2)C(=O)C2=C(C(=CC=C2)F)C2=NC=CC=N2)F